FC1(CC1)C(=O)N[C@H](C(=O)N1[C@@H](C[C@H](C1)O)C(=O)N[C@@H](CC(=O)[O-])C1=CC=C(C=C1)C1=C(N=CS1)C)C(C)(C)C (S)-3-((2S,4R)-1-((S)-2-(1-fluorocyclopropane-1-carboxamido)-3,3-dimethylbutanoyl)-4-hydroxypyrrolidine-2-carboxamido)-3-(4-(4-methylthiazol-5-yl)phenyl)propanoate